3-[3-[4-[4-amino-3-(4-phenoxyphenyl)pyrazolo[3,4-d]pyrimidin-1-yl]-1-piperidyl]azetidin-1-yl]azetidine-1-carboxylate NC1=C2C(=NC=N1)N(N=C2C2=CC=C(C=C2)OC2=CC=CC=C2)C2CCN(CC2)C2CN(C2)C2CN(C2)C(=O)[O-]